4,6-dichloro-2-(cyclopropylethynyl)-5-fluoropyrimidine ClC1=NC(=NC(=C1F)Cl)C#CC1CC1